ClC=1C=C(C=CC1C1C(NC(CC1)=O)=O)N1C[C@H](N(CC1)C(=O)OC(C)(C)C)C Tert-butyl (2R)-4-[3-chloro-4-(2,6-dioxo-3-piperidyl)phenyl]-2-methyl-piperazine-1-carboxylate